ClC1=C(C=CC=C1)C1=CC=CC2=C1C1=CC=CC=C1C21C2CC3CC(CC1C3)C2 4-(2-chlorophenyl)spiro[9H-fluorene-9,2'-tricyclo[3.3.1.13,7]decane]